O=C1NC(CCC1C1=NN(C2=CC(=CC=C12)C1CCN(CC1)CC1CCN(CC1)C(=O)OC)C)=O methyl 4-((4-(3-(2,6-dioxopiperidin-3-yl)-1-methyl-1H-indazol-6-yl)piperidin-1-yl)methyl)piperidine-1-carboxylate